2-acetylaminopyrazole C(C)(=O)NN1N=CC=C1